S(=O)(=O)(C)C1=C(C=C(CC2CC3(CN(C3)C(=O)N3CC4(C3)CC(C4)C4=NC=NN4)C2)C=C1)C(F)(F)F [6-[4-mesyl-3-(trifluoromethyl)benzyl]-2-azaspiro[3.3]heptan-2-yl]-[6-(1H-1,2,4-triazol-5-yl)-2-azaspiro[3.3]heptan-2-yl]methanone